CC1(CCC(CC1)NC1=NC(=CC(=N1)N1CCOCC1)NC=1SC(=CN1)C=1OC(=NN1)C1=CC=CC=C1)O (1R,4R)-1-methyl-4-((4-morpholino-6-((5-(5-phenyl-1,3,4-oxadiazol-2-yl)thiazole-2-yl)amino)pyrimidin-2-yl)amino)cyclohexan-1-ol